ClC=1C=C2C3=C(NC2=CC1)[C@@H](N(CC3)C=3OC(=NN3)C(F)F)C[C@@H]3COCCC3 (1S)-6-chloro-2-[5-(difluoromethyl)-1,3,4-oxadiazol-2-yl]-1-{[(3R)-oxan-3-yl]methyl}-2,3,4,9-tetrahydro-1H-pyrido[3,4-b]indole